Cl.CN1N=CC(=C1)C=1N=C(C=2N(C1)N=CC2)N2CC(CCC2)N 1-[6-(1-methylpyrazol-4-yl)pyrazolo[1,5-a]pyrazin-4-yl]piperidin-3-amine hydrochloride